COC(=O)C1=CC(=CC2=C1NC(=N2)C)OCC(=O)O 2-((7-(methoxycarbonyl)-2-methyl-1H-benzo[d]imidazol-5-yl)oxy)acetic acid